C(C)(C)(C)C1=CC=C(C=C1)O 4-(tert-butyl)phenol